C(C)(C)(C)OC(=O)N[C@H](CC(=O)O)C (3S)-3-(tert-butoxycarbonylamino)butanoic acid